N(C1=CC=CC=C1)C=1C(=NC(=C(N1)NC)C=1C2=C(C=NC1)N(C=N2)C)C(=O)N 3-anilino-5-(methylamino)-6-(3-methylimidazo[4,5-c]pyridin-7-yl)pyrazine-2-carboxamide